1-[3-(4-Bromo-2-methyl-2H-pyrazol-3-yl)-4-(2-dimethylamino-ethoxy)-phenyl]-3-(4-fluoro-3-hydroxyphenyl)-urea BrC1=C(N(N=C1)C)C=1C=C(C=CC1OCCN(C)C)NC(=O)NC1=CC(=C(C=C1)F)O